(2R)-N-[(1S)-1-(2,3-dichloro-6-hydroxyphenyl)ethyl]-2,3-dihydroxypropan-amide ClC1=C(C(=CC=C1Cl)O)[C@H](C)NC([C@@H](CO)O)=O